Methyl (S)-5-((1-(2-chlorophenyl)ethyl)amino)pyrazine-2-carboxylate ClC1=C(C=CC=C1)[C@H](C)NC=1N=CC(=NC1)C(=O)OC